tert-butyl 2-[6-(2,2,2-trifluoroethyl)pyrido[3,2-d]pyrimidin-4-yl]-2,7-diazaspiro[3.5]nonane-7-carboxylate FC(CC=1C=CC=2N=CN=C(C2N1)N1CC2(C1)CCN(CC2)C(=O)OC(C)(C)C)(F)F